OC(COC(C)C)=C(C#N)C#N 2-(1-Hydroxy-2-isopropoxy-ethylidene)propanedinitrile